COC1=NC=CC(=C1)C1=NN2C(C=C(C=C2)C(=O)NC)=C1 (2-methoxy-4-pyridyl)-N-methyl-pyrazolo[1,5-a]pyridine-5-carboxamide